4-(methyl)pyridinium CC1=CC=[NH+]C=C1